[6-[(4-methylsulfonylphenyl)methyl]-2-azaspiro[3.3]heptan-2-yl]-[6-[3-(trifluoromethyl)-1,2,4-triazol-1-yl]-2-azaspiro[3.3]heptan-2-yl]methanone CS(=O)(=O)C1=CC=C(C=C1)CC1CC2(CN(C2)C(=O)N2CC3(C2)CC(C3)N3N=C(N=C3)C(F)(F)F)C1